N-(6-((1H-pyrazol-1-yl)methyl)-4-methoxybenzo[d]isoxazol-3-yl)-7-methoxyspiro[chroman-4,1'-cyclopropane]-8-sulfonamide N1(N=CC=C1)CC1=CC2=C(C(=NO2)NS(=O)(=O)C=2C(=CC=C3C2OCCC32CC2)OC)C(=C1)OC